(E)-N-(4-(8-(4-chloro-6-ethyl-1,2-dimethyl-1H-benzo[d]imidazol-5-yl)indolizine-3-carbonyl)-2,6-difluorophenyl)-4-((tetrahydro-2H-pyran-4-yl)amino)but-2-enamide ClC1=C(C(=CC=2N(C(=NC21)C)C)CC)C2=CC=CN1C(=CC=C21)C(=O)C2=CC(=C(C(=C2)F)NC(\C=C\CNC2CCOCC2)=O)F